C(C)(C)(C)OC(=O)N1CCC(CC1)(C(C=C)=O)CC=C 4-(prop-2-en-1-yl)-4-(prop-2-enoyl)piperidine-1-carboxylic acid tert-butyl ester